CC1=C(C2=C(N=CN=C2NC2(CC2)C)O1)C(=O)NCCN1C=CC=C1 6-methyl-4-[(1-methylcyclopropyl)amino]-N-[2-(1H-pyrrol-1-yl)ethyl]furo[2,3-d]pyrimidine-5-carboxamide